C(C)(C)(C)OC(=O)N1CCC2(CC1)CCC(CC2)N(C=2C1=C(N=CN2)NC=C1)C 9-(methyl-(7H-pyrrolo[2,3-d]pyrimidin-4-yl)amino)-3-azaspiro[5.5]undecane-3-carboxylic acid tert-butyl ester